OCC1=CC=2N=CC=3N(C2N=C1)C=CC3 3-(hydroxymethyl)pyrido[3,2-e]pyrrolo[1,2-a]pyrazine